3-ethynyl-1-(3-(trifluoromethyl)benzyl)-1H-pyrrole C(#C)C1=CN(C=C1)CC1=CC(=CC=C1)C(F)(F)F